(S)-4-ethyl-8-fluoro-4,9-dihydroxy-1H-pyrano[3',4':6,7]indolizino[1,2-b]quinoline-3,14(4H,12H)-dione C(C)[C@]1(C(OCC=2C(N3CC=4C(=NC=5C=C(C(=CC5C4)O)F)C3=CC21)=O)=O)O